(2S)-N-{(1S)-2-[4-(1,3-Benzothiazol-5-yl)phenyl]-1-cyanoethyl}-1,4-oxazepane S1C=NC2=C1C=CC(=C2)C2=CC=C(C=C2)C[C@@H](C#N)N2CCOCCC2